O1CC[C@@H](C2=CC=CC=C12)NC(=O)C1=CC2=C(N=C(S2)C=2C=NN(C2C)C)C=C1 (S)-N-(chroman-4-yl)-2-(1,5-dimethyl-1H-pyrazol-4-yl)benzo[d]thiazole-6-carboxamide